5-bromo-1',2',3',6'-tetrahydro-2,4'-bipyridine BrC=1C=CC(=NC1)C=1CCNCC1